1,3-bis(4-vinylphenyl)propane C(=C)C1=CC=C(C=C1)CCCC1=CC=C(C=C1)C=C